(S)-N-((4-carbamimidoylthiophen-2-yl)methyl)-2-((4-phenoxybutanoyl)glycyl)-2-azaspiro[4.4]nonane-3-carboxamide C(N)(=N)C=1C=C(SC1)CNC(=O)[C@H]1N(CC2(C1)CCCC2)C(CNC(CCCOC2=CC=CC=C2)=O)=O